C(C)(C)(C)OC(=O)N1CC2(C1)CC(C2)NC2=NC=C(C(=N2)C2=CNC1=C(C=CC=C21)P(=O)(C)C)C(F)(F)F 6-((4-(7-(dimethylphosphoryl)-1H-indol-3-yl)-5-(trifluoromethyl)pyrimidin-2-yl)amino)-2-azaspiro[3.3]heptane-2-carboxylic acid tert-butyl ester